O1C2=C(OCC1)C=C(C=C2)[C@H]([C@@H](CN2CCCC2)NC(=O)[C@H]2CN(CC2)C2=CC(=NC(=C2)C)C)O (R)-N-((1R,2R)-1-(2,3-dihydrobenzo[b][1,4]dioxin-6-yl)-1-hydroxy-3-(pyrrolidin-1-yl)propan-2-yl)-1-(2,6-dimethylpyridin-4-yl)pyrrolidine-3-carboxamide